benzyl 4-(6-(2-morpholinoethyl)pyrazolo[1,5-a]pyrimidin-3-yl)-3,6-dihydropyridine-1(2H)-carboxylate O1CCN(CC1)CCC=1C=NC=2N(C1)N=CC2C=2CCN(CC2)C(=O)OCC2=CC=CC=C2